CC1(C(C1C(=O)O)C(=O)O)C 3,3-dimethylcyclopropane-1,2-dicarboxylic acid